Hydroxy-3-[3-(phenylsulfamoyl)phenyl]prop-2-enamide OC(C(=O)N)=CC1=CC(=CC=C1)S(NC1=CC=CC=C1)(=O)=O